[La].COCCOCCC (1-(2-methoxyethoxy)propane) lanthanum